(S)-5-((4-(2-(4-chloro-2-fluorophenyl)-2-methylbenzo[d][1,3]dioxol-4-yl)piperidin-1-yl)methyl)-6-((1-cyanocyclopropyl)methyl)-N'-hydroxypyrazine-2-carboxamidine ClC1=CC(=C(C=C1)[C@@]1(OC2=C(O1)C=CC=C2C2CCN(CC2)CC=2N=CC(=NC2CC2(CC2)C#N)C(=NO)N)C)F